tert-butyl (R)-((3-(3-((6-fluoro-2-methylpyridin-3-yl)oxy)-5-methyl-6-(trifluoromethyl)pyridazine-4-carboxamido)phenyl)(methyl)(oxo)-λ6-sulfaneylidene)carbamate FC1=CC=C(C(=N1)C)OC=1N=NC(=C(C1C(=O)NC=1C=C(C=CC1)[S@](=O)(C)=NC(OC(C)(C)C)=O)C)C(F)(F)F